COC=1C=C2CC(OC(C2=CC1OC)=O)CC(=O)O 2-(6,7-Dimethoxy-1-oxoisochroman-3-yl)acetic acid